C(=O)(O)C1=CC=C(C=C1)C=1C=C(C=C(C1)C1=CC=CC=C1)C1=CC=CC=C1 5'-(4-carboxyphenyl)-[1,1':3',1''-terphenyl]